O1[C@H](COCC1)C(=O)N1[C@@H]([C@H]2C([C@H]2C1)(C)C)C(=O)N[C@@H](C[C@H]1C(NCC1)=O)C(COC(F)(F)F)=O (1R,2S,5S)-3-((R)-1,4-dioxane-2-carbonyl)-6,6-dimethyl-N-((S)-3-oxo-1-((S)-2-oxopyrrolidin-3-yl)-4-(trifluoromethoxy)butan-2-yl)-3-azabicyclo[3.1.0]hexane-2-carboxamide